((1S,3R)-1-(2,6-difluoro-4-((1-(3-fluoropropyl)azetidin-3-yl)amino)phenyl)-2-(2-fluoro-2-methylpropyl)-3-methyl-1,2,3,4-tetrahydroisoquinolin-6-yl)dimethylphosphine oxide FC1=C(C(=CC(=C1)NC1CN(C1)CCCF)F)[C@H]1N([C@@H](CC2=CC(=CC=C12)P(C)(C)=O)C)CC(C)(C)F